2-((5-(6-chloro-7-fluoro-3-(1H-imidazol-1-yl)-5-methoxy-1-methyl-1H-indol-2-yl)-1H-1,2,4-triazol-3-yl)(methyl)amino)ethan-1-ol ClC1=C(C=C2C(=C(N(C2=C1F)C)C1=NC(=NN1)N(CCO)C)N1C=NC=C1)OC